C(C)OS(=O)(=O)C(F)(F)F.C(C)N1CN(C=C1)C 1-ethyl-3-methylimidazole ethyl-triflate